NC1=NC=CC2=C(C=CC=C12)C1=CC2=C(N(N=C2C=C1)C1CCC1)COC1=C(C=CC(=C1)OC(F)(F)F)CC(=O)O 2-(2-((5-(1-aminoisoquinolin-5-yl)-2-cyclobutyl-2H-indazol-3-yl)methoxy)-4-(trifluoromethoxy)phenyl)acetic acid